butyl acetate (n-butyl butyrate) C(CCC)C(C(=O)O)CC.C(C)(=O)OCCCC